methyl 4-[3-[2,6-dichloro-4-(6-methoxy-2-azaspiro[3.3]heptan-2-yl)benzoyl]-2,4-dihydro-1,3-benzoxazine-8-yl]-5-fluoro-2-(3-oxa-8-azabicyclo[3.2.1]octan-8-yl)benzoate ClC1=C(C(=O)N2COC3=C(C2)C=CC=C3C3=CC(=C(C(=O)OC)C=C3F)N3C2COCC3CC2)C(=CC(=C1)N1CC2(C1)CC(C2)OC)Cl